trans-N-(1-phenylethyl)-2-(1-(phenylsulfonyl)indolin-5-yl)cyclopropylamine C1(=CC=CC=C1)C(C)N[C@H]1[C@@H](C1)C=1C=C2CCN(C2=CC1)S(=O)(=O)C1=CC=CC=C1